N1C2=C(O[C@@H](C1)[C@@H](C1=CC=CC=C1)NC[C@H](C)C=1C=CC(=NC1)C#N)N=CC=C2 |o1:15| 5-((R or S)-1-(((R)-((S)-2,3-dihydro-1H-pyrido[2,3-b][1,4]oxazin-3-yl)(phenyl)methyl)amino)propan-2-yl)picolinonitrile